COC=1C=CC2=C(NS(CC3=C2C=CC(=C3)OC)(=O)=O)C1 3,9-dimethoxy-5,7-dihydrodibenzo[C,e]thiazepin 6,6-dioxide